N-isopropyl-1-(2,4,6-trimethylcyclohex-3-en-1-yl)methanimine oxide C(C)(C)[N+](=CC1C(C=C(CC1C)C)C)[O-]